CC(C(=O)OCC(CC)(C1=CC(=CC=C1)C(F)(F)F)NC1=NC2=C(N1)C=CC=C2CNC(NC)=O)(C)C 2-[(4-{[(methylcarbamoyl)amino]methyl}-1H-1,3-benzodiazol-2-yl)amino]-2-[3-(trifluoromethyl)phenyl]butyl 2,2-dimethylpropanoate